amyl-N'-phenethyl-propane-1,3-diamine C(CCCC)C(CCNCCC1=CC=CC=C1)N